2-(6-Fluoro-5-(4-fluoro-3-(5-(2-phenylpropan-2-yl)-1H-imidazol-2-yl)phenoxy)-1H-indol-4-yl)acetaldehyde FC1=C(C(=C2C=CNC2=C1)CC=O)OC1=CC(=C(C=C1)F)C=1NC(=CN1)C(C)(C)C1=CC=CC=C1